NC1C(C(OC2=CC=CC=C12)(C)C)O 4-amino-2,2-dimethylchroman-3-ol